O1C(=CC=2NC=CC21)C=O 4H-FURO[3,2-B]PYRROLE-2-CARBALDEHYDE